C(#N)C1=CC=C(C=C1)C1=CC=C(C=C1)OCC1(CN(CC1)C(C1=CC=C(C=C1)OC)=O)C(=O)NS(=O)(=O)C(F)(F)F 3-[({4'-cyano-[1,1'-biphenyl]-4-yl}oxy)methyl]-1-(4-methoxybenzoyl)-N-trifluoromethanesulfonylpyrrolidine-3-carboxamide